[Sb](OC1=CC=C(C=C1)C)(OC1=CC=C(C=C1)CC(C)C)([O-])=O (4-methylphenyl) [4-(2-methylpropyl) phenyl] antimonate